OCC1(COC1)NC(=O)C1=C(OC2=C1C=C(C=C2)OCC=2N(C=CN2)C)C N-(3-(hydroxymethyl)oxetan-3-yl)-2-methyl-5-((1-methyl-1H-imidazol-2-yl)methoxy)benzofuran-3-carboxamide